BrC1=C(C=C2C=C(N=CC2=C1)NC(OC(C)(C)C)=O)I tert-butyl (7-bromo-6-iodoisoquinolin-3-yl)carbamate